C(C=C)OCC(CO)(CO)COCCOCCOCCN=[N+]=[N-] 2-((allyloxy)methyl)-2-((2-(2-(2-azidoethoxy)ethoxy)ethoxy)methyl)propane-1,3-diol